ClC1=CC(=C(C(=C1)C(C)C)CC(=O)NS(=O)(=O)C1=NN(C=C1)C(C)C)C(C)C 2-(4-chloro-2,6-diisopropylphenyl)-N-(1-isopropyl-1H-pyrazol-3-ylsulfonyl)acetamide